C(C)(C)(C)OC(=O)NCC1=CC=C(C=C1)B(O)O 4-(N-t-butoxycarbonylaminomethyl)phenylboronic acid